S1C(=CC=C1)C=1SC=C(N1)[C@H](CC1=CC=C(C=C1)NS(O)(=O)=O)NS(=O)(=O)CC(F)(F)F 4-{(S)-2-[2-(Thiophen-2-yl)thiazol-4-yl]-2-(2,2,2-trifluoroethylsulfonamido)-ethyl}phenylsulfamic acid